CC(=O)OCC(C(=O)O)N O-acetylserine